tert-Butyl 3-(4-(7-(4-((3-(tert-butyl)-1,2,4-oxadiazole-5-carboxamido)methyl)-3-(trifluoromethyl)phenyl)-3H-imidazo[4,5-b]pyridin-2-yl)-1H-pyrazol-1-yl)pyrrolidine-1-carboxylate C(C)(C)(C)C1=NOC(=N1)C(=O)NCC1=C(C=C(C=C1)C1=C2C(=NC=C1)NC(=N2)C=2C=NN(C2)C2CN(CC2)C(=O)OC(C)(C)C)C(F)(F)F